FC(CN1C(=NC2=C1C=C(C=C2F)C=2C(=CN1N=C(N=C(C12)OC([2H])([2H])[2H])N[C@H]1C(CN(C1)C(C)=O)(F)F)F)C)F (R)-1-(4-((5-(1-(2,2-difluoroethyl)-4-fluoro-2-methyl-1H-benzo[d]imidazol-6-yl)-6-fluoro-4-(methoxy-d3)pyrrolo[2,1-f][1,2,4]triazin-2-yl)amino)-3,3-difluoropyrrolidin-1-yl)ethan-1-one